N-(4-(piperazin-1-yl)-pyridin-2-yl)-6-(pyridin-4-yl)benzo[d]thiazol-2-amine N1(CCNCC1)C1=CC(=NC=C1)NC=1SC2=C(N1)C=CC(=C2)C2=CC=NC=C2